C(C)N(CCC(CN(CC)CC)NCCCOC)CC 1-(2-(diethylamino)ethyl)-N2,N2-diethyl-N1-(3-methoxypropyl)ethane-1,2-diamine